4,7-Difluoro-2H-1,2-benzothiazol-3-one FC1=CC=C(C2=C1C(NS2)=O)F